FC(C=1C(=C(C=CC1)[C@@H](C)NC1=CN=NC2=CC=C(C=C12)N1CC(C1)O)F)F (R)-1-(4-((1-(3-(difluoromethyl)-2-fluorophenyl)ethyl)amino)cinnolin-6-yl)azetidin-3-ol